N-(5-(((3R,5'S)-5'-methyl-1H-spiro[furo[3,4-c]pyridine-3,3'-pyrrolidin]-1'-yl)methyl)thiazol-2-yl)acetamide C[C@H]1C[C@@]2(CN1CC1=CN=C(S1)NC(C)=O)OCC1=C2C=NC=C1